C(C(C)(C)C)(=O)O.C(C(C)(C)C)(=O)O.IC1=CC=CC=C1 iodobenzene dipivalate